[N+](=O)([O-])C=1C=C2C(=NNC2=CC1)C1=NC2=C(N1)C=C(C=C2)N2CCOCC2 2-(5-nitro-1H-indazol-3-yl)-1H-benzoimidazol-6-yl-morpholine